ClC1SCCOC1 2-chloro-1,4-thioxane